2-((2R,4R,5R)-tetrahydro-4-hydroxy-5-(hydroxymethyl)furan-2-yl)-6-methylisoquinoline-1(2H)-thione O[C@@H]1C[C@@H](O[C@@H]1CO)N1C(C2=CC=C(C=C2C=C1)C)=S